N-(3-fluoro-2-methyl-5-(3-(piperazin-1-yl)-1,2,4-oxadiazol-5-yl)phenyl)imidazo[1,2-a]pyridine-3-carboxamide FC=1C(=C(C=C(C1)C1=NC(=NO1)N1CCNCC1)NC(=O)C1=CN=C2N1C=CC=C2)C